C1(CC1)OC1=CC=C(C=C1)C(CC1CC1)=O 1-(4-cyclopropoxyphenyl)-2-cyclopropylethanone